N[C@@H](CC(=O)O)C(=O)O Z-aspartic acid